6-((1R,2R)-3-(2-(4-chlorophenyl)acetamido)-1,2-dihydroxypropyl)-5-(2-fluoroacetamido)-4-hydroxytetrahydro-2H-pyran-2-carboxylic acid ClC1=CC=C(C=C1)CC(=O)NC[C@H]([C@@H](O)C1C(C(CC(O1)C(=O)O)O)NC(CF)=O)O